3-((3,4-Difluorophenyl)amino)-4-methoxycyclobut-3-ene-1,2-dione FC=1C=C(C=CC1F)NC=1C(C(C1OC)=O)=O